1-(3,4-difluorophenyl)-6-(7-(3,5-dimethylisoxazol-4-yl)-3-(4-methoxycyclohex-1-en-1-yl)imidazo[1,2-a]pyridin-2-yl)piperidin-2-one FC=1C=C(C=CC1F)N1C(CCCC1C=1N=C2N(C=CC(=C2)C=2C(=NOC2C)C)C1C1=CCC(CC1)OC)=O